3,3-dimethylpentyl (2S)-2-[[[(2R,3S,4R,5R)-5-(4-aminopyrrolo[2,1-f][1,2,4]triazin-7-yl)-5-cyano-3,4-dihydroxy-tetrahydrofuran-2-yl]methoxy-phenoxy-phosphoryl]amino]propanoate NC1=NC=NN2C1=CC=C2[C@]2([C@@H]([C@@H]([C@H](O2)COP(=O)(OC2=CC=CC=C2)N[C@H](C(=O)OCCC(CC)(C)C)C)O)O)C#N